fucose-13C6 O=[13CH][13C@@H](O)[13C@H](O)[13C@H](O)[13C@@H](O)[13CH3]